2-METHOXY-5-METHYLNICOTINALDEHYDE COC1=C(C=O)C=C(C=N1)C